7-(N-(bicyclo[2.2.1]heptan-2-yl)sulfamoyl)-9-oxo-9H-fluorene-2-sulfonyl chloride C12C(CC(CC1)C2)NS(=O)(=O)C2=CC=C1C=3C=CC(=CC3C(C1=C2)=O)S(=O)(=O)Cl